CC1=CC=CC(=N1)C1=NC=CC(=N1)NC1=NC(=NC=C1)NC1=CC=C(C=C1)NC[C@@H]1NCCC1 N4-[2-(6-methyl-2-pyridyl)pyrimidin-4-yl]-N2-[4-[[(2R)-pyrrolidin-2-yl]methylamino]phenyl]pyrimidine-2,4-diamine